O.O.P(=O)([O-])([O-])[O-].[Ca+2].[Ca+2] di-calcium phosphate dihydrate